NC1=C([N+](=CC2=C(C(=CC=C12)F)C1=C(C=NN1)Cl)[O-])C(NCCC)=O 4-amino-8-(4-chloro-1H-pyrazol-5-yl)-7-fluoro-3-(propylcarbamoyl)isoquinoline 2-oxide